(Z)-2-(4-chloro-2,3-difluorophenyl)-3-(3-chlorophenyl)acrylonitrile ClC1=C(C(=C(C=C1)/C(/C#N)=C/C1=CC(=CC=C1)Cl)F)F